trans-N-(2-hydroxy-3-((3-(trifluoromethyl)phenyl)amino)-2,3-dihydro-1H-inden-5-yl)acrylamide O[C@@H]1CC2=CC=C(C=C2[C@H]1NC1=CC(=CC=C1)C(F)(F)F)NC(C=C)=O